C=1(C(=CC(=CC1)C(=O)O)C(=O)O)C(=O)O.C=1(C(=CC(=CC1)C(=O)O)C(=O)O)C(=O)O 1,2,4-benzenetricarboxylic acid (1,2,4-benzenetricarboxylate)